C1(CC1)C(CN)(CC1=C(C=C(C=C1F)F)F)C 2-cyclopropyl-2-methyl-3-(2,4,6-trifluorophenyl)propan-1-amine